C(C)N1C=CC=2CCC(CC12)(C)C 1-ethyl-6,6-dimethyl-4,5,6,7-tetrahydro-1H-indole